(R)-1-((R)-3-(1-(7-(((R)-1-(2,4-dichlorophenyl)ethyl)amino)-[1,2,4]triazolo[1,5-a]pyrimidin-5-yl)azetidin-3-yl)piperidin-1-yl)propan-2-ol ClC1=C(C=CC(=C1)Cl)[C@@H](C)NC1=CC(=NC=2N1N=CN2)N2CC(C2)[C@@H]2CN(CCC2)C[C@@H](C)O